C(C)OC(CN1N=C(C=C1C)C(=O)OCC1=CC=CC=C1)=O benzyl 1-(2-ethoxy-2-oxoethyl)-5-methyl-1H-pyrazole-3-carboxylate